7-(5-bromo-3H-imidazo[4,5-b]pyridin-3-yl)-1,2,3,4-tetrahydroisoquinoline BrC1=CC=C2C(=N1)N(C=N2)C2=CC=C1CCNCC1=C2